BrC=1C=C2C(=NC1)C(=NN2C)C=2C(=NC(=CC2)OCC2=CC=CC=C2)OCC2=CC=CC=C2 6-bromo-3-(2,6-dibenzyloxy-3-pyridyl)-1-methyl-pyrazolo[4,3-b]pyridine